N'-(((R)-2-fluoro-1,2,3,5,6,7-hexahydro-s-indacen-4-yl)carbamoyl)-6-methyl-6,7-dihydro-5H-pyrazolo[5,1-b][1,3]oxazine-3-sulfonimidamide F[C@@H]1CC2=CC=3CCCC3C(=C2C1)NC(=O)N=S(=O)(N)C=1C=NN2C1OCC(C2)C